FC=1C(=C(C=CC1F)[C@H]1[C@H](O[C@]([C@H]1C)(C(F)(F)F)C)C(=O)NC1=CC=CC(=N1)C(=O)N)OC 6-[[(2S,3S,4S,5R)-3-(3,4-difluoro-2-methoxy-phenyl)-4,5-dimethyl-5-(trifluoromethyl)tetrahydrofuran-2-carbonyl]amino]pyridine-2-carboxamide